(R)-2-{4-(1,1-difluoroethyl)-2,6-dimethylphenyl}-6-(1-hydroxyethyl)-2,5-dihydro-4H-pyrazolo[3,4-d]pyrimidin-4-one FC(C)(F)C1=CC(=C(C(=C1)C)N1N=C2N=C(NC(C2=C1)=O)[C@@H](C)O)C